C(CCC)/C(=C(\CO)/F)/F (Z)-3-butyl-2,3-difluoroallyl alcohol